methyl (S)-4-((4-methoxyphenyl)sulfonyl)-2-methyl-2,3,4,5-tetrahydrobenzo[f][1,4]oxazepine-8-carboxylate COC1=CC=C(C=C1)S(=O)(=O)N1C[C@@H](OC2=C(C1)C=CC(=C2)C(=O)OC)C